ethyl (2S)-2-((t-butoxycarbonyl)amino)-3,4,4-trimethylpentanoate C(C)(C)(C)OC(=O)N[C@H](C(=O)OCC)C(C(C)(C)C)C